O1C(=NC2=C1C=CC=C2)C2=CC=C1C=NC(=NN12)N[C@H]1[C@@H](COCC1)O (3S,4R)-4-((7-(benzo[d]oxazol-2-yl)pyrrolo[2,1-f][1,2,4]triazin-2-yl)amino)tetrahydro-2H-pyran-3-ol